N-(2-(dimethylamino)ethyl)-N,3-diethyl-2-(2-methylpyridin-4-yl)-1H-indole-5-carboxamide CN(CCN(C(=O)C=1C=C2C(=C(NC2=CC1)C1=CC(=NC=C1)C)CC)CC)C